2'-[6-amino-5-(difluoromethoxy)pyridin-3-yl]-N-[2-(3-chloropyridin-4-yl)propan-2-yl]-5',6'-dihydrospiro[azetidine-3,4'-pyrrolo[1,2-b]pyrazole]-1-carboxamide NC1=C(C=C(C=N1)C=1C=C2N(N1)CCC21CN(C1)C(=O)NC(C)(C)C1=C(C=NC=C1)Cl)OC(F)F